NC1=C2C(=NC=N1)N(N=C2C2=CC=C(C=C2)OC2=CC=CC=C2)[C@H]2CN(CC2)C(C=C)=O 1-((R)-3-(4-amino-3-(4-phenoxyphenyl)-1H-pyrazolo[3,4-d]pyrimidin-1-yl)pyrrolidin-1-yl)prop-2-en-1-one